ClC1=C(C(=CC=C1)C=1NC(=CN1)C1=C(C(=CC=C1F)F)F)C=1C(=CC(=CC1)C(N[C@H](CCC)C1=CC=CC=C1)=O)C(=O)O (S)-2'-chloro-4-{[(1R)-1-phenylbutyl]carbamoyl}-6'-[5-(2,3,6-trifluorophenyl)-1H-imidazol-2-yl]-[1,1'-biphenyl]-2-carboxylic acid